2-Isopropyl-9,9-dimethyl-6-(piperidin-1-yl)-9,10-dihydroacridine C(C)(C)C1=CC=2C(C3=CC=C(C=C3NC2C=C1)N1CCCCC1)(C)C